4-(4-(4-chloroquinolin-7-yl)-3-fluorobenzoyl)-1-methylpiperazin-2-one ClC1=CC=NC2=CC(=CC=C12)C1=C(C=C(C(=O)N2CC(N(CC2)C)=O)C=C1)F